O=C1CCC(=NN1)C=1C=C(C#N)C=CC1 3-(6-Oxo-1,4,5,6-tetrahydropyridazin-3-yl)benzonitrile